valine Bocester ethyl-3-(6-chloro-5-fluoropyridin-2-yl)-6-cyclopropyl-7-methoxyimidazo[1,2-b]pyridazine-2-carboxylate C(C)OC(=O)C=1N=C2N(N=C(C(=C2)OC)C2CC2)C1C1=NC(=C(C=C1)F)Cl.C(=O)(OC(C)(C)C)OC([C@@H](N)C(C)C)=O